ClC=1C2=CN(N=C2C(=C(C1)C1=CC=C(C=C1)C1OC(C(O1)(C)C)(C)C)Cl)C(C(=O)NC=1SC=CN1)C1=C2N(C=N1)C[C@@H](C2)F (4,7-dichloro-6-(4-(4,4,5,5-tetramethyl-1,3-dioxolan-2-yl)benzeneYl)-2H-indazol-2-yl)-2-((R)-6-fluoro-6,7-dihydro-5H-pyrrolo[1,2-c]Imidazol-1-yl)-N-(thiazole-2-Yl)acetamide